ClC1=C(C=CC(=C1)Cl)C=1N=C(NC1C)CC1=CC(=C(C=C1)OC)OC 4-(2,4-Dichlorophenyl)-2-(3,4-dimethoxybenzyl)-5-methylimidazole